2-(3-Fluorophenyl)-6-(5-methyl-2-pyridyl)-3-oxo-pyridazine-4-carboxylic acid FC=1C=C(C=CC1)N1N=C(C=C(C1=O)C(=O)O)C1=NC=C(C=C1)C